N1C(NC=C1)=O 1,3-dihydroimidazole-2-one